[Sm].[Bi] bismuth, samarium salt